6-chloro-2-methyl-2H-indazol ClC=1C=CC2=CN(N=C2C1)C